OC1=CC=C(C=C1)C(CCC)C1=CC=C(C=C1)O 1,1-bis(p-hydroxyphenyl)butane